FC1=C(N)C(=C(C(=C1F)C1=CC=C(C=C1)C1=CC=C(C=C1)OC(F)(F)F)F)F 2,3,5,6-Tetrafluoro-4-[4-[4-(trifluoromethoxy)phenyl]phenyl]aniline